CC1=NC=CC(=N1)N[C@@H](C)C1=CC(=CC=C1)C1=CC=NN1C 2-methyl-N-{(1S)-1-[3-(1-methyl-1H-pyrazol-5-yl)phenyl]ethyl}pyrimidin-4-amine